(6-(trifluoromethyl)-1H-indazol-4-yl)boronic acid FC(C1=CC(=C2C=NNC2=C1)B(O)O)(F)F